COC=1C=C2C=3CCN(C(C3NC2=CC1)C1=CC=C(C=C1)C)C(CCC1=CC=CC=C1)=O 6-(methyloxy)-1-(4-methylphenyl)-2-(3-phenylpropanoyl)-2,3,4,9-tetrahydro-1H-β-carboline